CS(=O)(=O)OCC1CCN(CC1)S(=O)(=O)C 4-(methanesulphonyloxymethyl)-1-methane-sulphonylpiperidine